2-Fluoro-4-(7-methyl-5,8-dihydrooxepino[3,2-f]benzofuran-2-yl)phenol FC1=C(C=CC(=C1)C=1OC2=C(C1)C=C1C(=C2)OCC(=CC1)C)O